C(C)(C)(C)OC(N[C@H]1CN(C[C@H](C1)C)CC)=O ((3R,5S)-1-ethyl-5-methylpiperidin-3-yl)carbamic acid tert-butyl ester